5,5'-(carbonylbis(azanediyl))bis(2-(2-((4-chlorobenzyl)amino)-2-oxoacetamido)benzoic acid) C(=O)(NC=1C=CC(=C(C(=O)O)C1)NC(C(=O)NCC1=CC=C(C=C1)Cl)=O)NC=1C=CC(=C(C(=O)O)C1)NC(C(NCC1=CC=C(C=C1)Cl)=O)=O